BrC1=CC(=CC(=N1)N[C@H]1C[C@H](N(C1)C(=O)OC(C)(C)C)C(=O)OC)OC(F)F O1-tert-butyl O2-methyl (2S,4S)-4-[[6-bromo-4-(difluoromethoxy)-2-pyridyl]amino]pyrrolidine-1,2-dicarboxylate